C1(CCCCC1)P(C1=C(C=CC=C1)C1=C(C=C(C=C1C(C)C)C(C)C)C(C)C)C1CCCCC1 dicyclohexyl-[2',4',6'-tris(propan-2-yl)-[1,1'-biphenyl]-2-yl]phosphine